CC1(OC=2C(=NC(=CC2)C=2C(=CC(=NC2)NC(C)=O)NC2=NC(=CC(=C2)N2C[C@H](CC2)OC(F)(F)F)S(=O)(=O)C)OC1)C (S)-N-(5-(2,2-dimethyl-2,3-dihydro-[1,4]dioxino[2,3-b]pyridin-6-yl)-4-((6-(methylsulfonyl)-4-(3-(trifluoromethoxy)pyrrolidin-1-yl)pyridin-2-yl)amino)pyridin-2-yl)acetamide